(1S,2R)-2-((1S)-5-Bromo-8-(1-(1-methyl-1H-1,2,3-triazol-4-yl)ethoxy)-1-((1-oxoisoindolin-2-yl)methyl)-1,2,3,4-tetrahydroisochinolin-2-carbonyl)cyclohexan BrC1=C2CCN([C@@H](C2=C(C=C1)O[C@@H](C)C=1N=NN(C1)C)CN1C(C2=CC=CC=C2C1)=O)C(=O)C1CCCCC1